ClC=1C=C(C=C(C1)S(=O)(=O)C)NC(=O)C1=CN(C(=C1)C)C1=NC=C(C=C1)N1CC(CC1)(F)F N-(3-chloro-5-(methylsulfonyl)phenyl)-1-(5-(3,3-difluoropyrrolidin-1-yl)pyridin-2-yl)-5-methyl-1H-pyrrole-3-carboxamide